sulfostearic acid methyl ester sodium salt [Na+].COC(C(CCCCCCCCCCCCCCCC)S(=O)(=O)[O-])=O